O=C1NN=C(C2=CC=CC=C12)CCCC(=O)NN 4-(4-oxo-3,4-dihydro-phthalazin-1-yl)butanoylhydrazine